C1(=CC=CC=C1)N1N(N(C(=C(C1C1=CC=CC=2OC3=C(C21)C=CC=C3)C3=C(C=CC(=C3C3=CC=CC=2C1=CC=CC=C1NC32)C3=CC=CC=C3)C3=CC=CC=C3)C3=CC=CC=C3)C3=CC=CC=2OC1=C(C23)C=CC=C1)C1=C(C=CC=C1C1=CC=CC=2C3=CC=CC=C3NC12)C=1C(=CC=CC1)C1=CC=CC=C1 (phenyl)(carbazolylterphenylyl)(dibenzofuranyl)(phenyl)(phenylcarbazolylbiphenylyl)(dibenzofuranyl)triazine